S(=O)(=O)(O)O.ClC=1NCCN1.ClC=1NCCN1 2-chloro-4,5-dihydroimidazole hemisulfate